C(C)(C)(C)C=1C=C(C=CC1C1=C(C=C(C=C1)O)C(C)(C)C)O 3,3'-di-tert-butyl-4,4'-biphenol